C1(CC1)C1=NN(C(=C1C(F)(F)F)C(=O)NC1=CC(=[N+](C=C1)[O-])S(=O)(=N)C)CC12CC(CC2(C1)C)(F)F 4-(3-cyclopropyl-1-((3,3-difluoro-5-methylbicyclo[3.1.0]hexan-1-yl)methyl)-4-(trifluoromethyl)-1H-pyrazole-5-carboxamido)-2-(S-methylsulfonimidoyl)pyridine 1-oxide